C1(CCC1)OC1=CC=C2C(OC(C2=C1)P(OC)(OC)=O)=O dimethyl (6-cyclobutoxy-3-oxo-1,3-dihydroisobenzofuran-1-yl)phosphonate